(6R)-6-{4-[3-(2-oxa-6-azaspiro[3.3]hept-6-yl)pyridin-2-yl]piperazin-1-yl}-2-azaspiro[3.4]octane-2-carboxylic acid ethyl ester C(C)OC(=O)N1CC2(C1)C[C@@H](CC2)N2CCN(CC2)C2=NC=CC=C2N2CC1(COC1)C2